[OH-].C[N+](CCO)(CCO)C dimethyl-di-(2-hydroxyethyl)ammonium hydroxide